1-Aminoindene-1-carboxylic acid NC1(C=CC2=CC=CC=C12)C(=O)O